C(C)(=O)N1CCC(CC1)N1N=CC(=C1C)C=1C=C(C=2N(C1)N=CC2C#N)SC2=NC=C(C=C2F)F 6-(1-(1-acetylpiperidin-4-yl)-5-methyl-1H-pyrazol-4-yl)-4-((3,5-difluoropyridin-2-yl)thio)pyrazolo[1,5-a]pyridine-3-carbonitrile